The molecule is a monoterpenoid that is 2-(2-hydroxypropan-2-yl)oxolane carying additional methyl and vinyl substituents both located at position 5 (the 2R,5S-diastereomer). It is a member of oxolanes, a monoterpenoid, a tertiary alcohol and an olefinic compound. C[C@]1(CC[C@@H](O1)C(C)(C)O)C=C